COC1=C(OC2=CC=CC=C2C1=O)C1=CC=C(C=C1)OCCCN1CCCCC1 3-methoxy-2-(4-(3-(piperidin-1-yl)propoxy)phenyl)-4H-chromen-4-one